C(C)OCCOCC L-1,2-diethoxyethane